OC1=C(C=CC(=C1)OCCCC)C1=NC(=NC(=N1)C1=C(C=C(C=C1)OCCCC)O)C1=C(C=C(C=C1)OCCCC)OCCCC 2,4-bis[2-hydroxy-4-butoxyphenyl]-6-(2,4-dibutoxyphenyl)-1,3,5-Triazine